CN([C@@H]1[C@@H](CC1)OC1=C2C(=NC=NC2=CC(=C1)C=1C=NN(C1)C)NC1=CC2=C(N=CS2)C=C1)C N-(5-((1R,2S)-2-(dimethylamino)cyclobutoxy)-7-(1-methyl-1H-pyrazol-4-yl)quinazolin-4-yl)benzo[d]thiazol-6-amine